COC1=CC=C(C=C1)C=1C(=C(C2=C(C1)C1=CC=C(C=C1C21C2=C(C(=C(C(=C2C=2C(=C(C(=C(C12)C1=CC=C(C=C1)OC)N)C1=CC=C(C=C1)OC)C1=CC=C(C=C1)OC)C1=CC=C(C=C1)OC)C1=CC=C(C=C1)OC)N)C1=CC=C(C=C1)OC)N)C1=CC=C(C=C1)OC)N octakis(4-methoxyphenyl)-9,9'-spirobi-[9H-fluorene]-2,2',7,7'-tetramine